NC/C(/CN1N=CN(C1=O)CC=1SC2=C(C1)C=C(C=C2)C2=CC1=C(OCO1)C=C2)=C\F 2-[(2E)-2-(aminomethyl)-3-fluoroprop-2-en-1-yl]-4-{[5-(1,3-benzodioxol-5-yl)-1-benzothien-2-yl]methyl}-2,4-dihydro-3H-1,2,4-triazol-3-one